6-(1H-pyrazol-5-yl)-N-(4-(pyrrolidin-1-ylmethyl)pyridin-2-yl)benzo[d]thiazol-2-amine N1N=CC=C1C1=CC2=C(N=C(S2)NC2=NC=CC(=C2)CN2CCCC2)C=C1